(S,E)-tert-butyl 3-(3-ethoxy-3-oxoprop-1-en-1-yl)piperidine-1-carboxylate C(C)OC(/C=C/[C@H]1CN(CCC1)C(=O)OC(C)(C)C)=O